P(=O)([O-])([O-])[O-] Ortho-Phosphate